methyl 5-(3-((1E,3E,5E,7Z)-3,7-dimethyl-9-oxo-9-(phenylamino)nona-1,3,5,7-tetraen-1-yl)-2,4,4-trimethylcyclohex-2-en-1-yl)pyrazine-2-carboxylate C/C(/C=C/C1=C(C(CCC1(C)C)C=1N=CC(=NC1)C(=O)OC)C)=C\C=C\C(=C/C(NC1=CC=CC=C1)=O)\C